5-(6-chloro-1-[[2-(trimethylsilyl)ethoxy]methyl]pyrrolo[2,3-b]pyridin-3-yl)-6-methoxy-1-[[2-(trimethylsilyl)ethoxy]methyl]indazole ClC1=CC=C2C(=N1)N(C=C2C=2C=C1C=NN(C1=CC2OC)COCC[Si](C)(C)C)COCC[Si](C)(C)C